4-((1-acryloylpiperidin-4-yl)methyl)-5-fluoro-2,3-dimethyl-1H-indole-7-carboxamide C(C=C)(=O)N1CCC(CC1)CC1=C2C(=C(NC2=C(C=C1F)C(=O)N)C)C